(S)-1-(4-(2-(4-((R)-2-acetoxy-3-chloropropoxy)-3,5-dichlorophenyl)propan-2-yl)phenoxy)-3-fluoropropan-2-yl acetate C(C)(=O)O[C@@H](COC1=CC=C(C=C1)C(C)(C)C1=CC(=C(C(=C1)Cl)OC[C@H](CCl)OC(C)=O)Cl)CF